N1C(CC1)COC=1C=CC(=C(C(=O)NC2(CC2)C2=C3C=CC=NC3=CC(=C2)C2=CSC(=C2)C)C1)C 5-(Azetidin-2-ylmethoxy)-2-methyl-N-(1-(7-(5-methylthiophen-3-yl)quinolin-5-yl)cyclopropyl)benzamide